methyl-6-(chloromethyl)-N-(3-((1s,3s)-3-(cyanomethyl)-1-(4-methyl-4H-1,2,4-triazol-3-yl)cyclobutyl)phenyl)-3-fluoroimidazo[1,2-a]pyridine-8-carboxamide CC=1N=C2N(C=C(C=C2C(=O)NC2=CC(=CC=C2)C2(CC(C2)CC#N)C2=NN=CN2C)CCl)C1F